8-chloro-6-methoxy-2-(4-(methoxycarbonyl)bicyclo[2.2.2]oct-1-yl)quinoline-5-carboxylic acid methyl ester COC(=O)C=1C=2C=CC(=NC2C(=CC1OC)Cl)C12CCC(CC1)(CC2)C(=O)OC